2,3-dihydro-benzofuran-5-carboxylic acid [2-(5-oxa-2-aza-spiro[3.4]oct-2-yl)-benzooxazol-5-yl]-amide C1N(CC12OCCC2)C=2OC1=C(N2)C=C(C=C1)NC(=O)C=1C=CC2=C(CCO2)C1